FC=1C=CC(=NC1)CC=1C(=NC=CC1C1CN(CC1)C)NCC1=CC=C(C=C1)OCC(C)C 3-[(5-fluoropyridin-2-yl)methyl]-N-(4-isobutoxybenzyl)-4-(1-methylpyrrolidin-3-yl)pyridin-2-amine